[3-(acryloylamino)propyl]trimethylammonium C(C=C)(=O)NCCC[N+](C)(C)C